OC1=CC=C(CN2CC3(CC3)CN(C2=O)C2CCN(CC2)C)C=C1 5-(4-hydroxybenzyl)-7-(1-methylpiperidin-4-yl)-5,7-diazaspiro[2.5]octane-6-one